[N-]=[N+]=[N-].CC ethane Azide